1-((1-(3,3-diphenylpropyl)-1H-1,2,3-triazol-4-yl)methyl)-1H-tetrazole C1(=CC=CC=C1)C(CCN1N=NC(=C1)CN1N=NN=C1)C1=CC=CC=C1